2'-chloro-N-[5-(4-hydroxypiperidin-1-yl)-[1,3]thiazolo[5,4-b]pyridin-2-yl]-5'-methoxy-6-methyl-[4,4'-bipyridine]-3-carboxamide ClC1=NC=C(C(=C1)C1=C(C=NC(=C1)C)C(=O)NC=1SC2=NC(=CC=C2N1)N1CCC(CC1)O)OC